CC(CC)C(C)C 3,4-dimethylpentane